1-(difluorocarboxymethyl)-3-methylimidazole chlorine bromine [Br].[Cl].FC(N1CN(C=C1)C)(C(=O)O)F